(S)-1-(pyridin-3-ylcarbamoyl)-6-azaspiro[2.5]octane-6-carboxylate N1=CC(=CC=C1)NC(=O)[C@H]1CC12CCN(CC2)C(=O)[O-]